1-(6,7-dimethoxyquinazolin-4-yl)-1H-1,2,4-triazole-3,5-diamine COC=1C=C2C(=NC=NC2=CC1OC)N1N=C(N=C1N)N